2-amino-5-fluoro-6-nitrobenzo[D]thiazole NC=1SC2=C(N1)C=C(C(=C2)[N+](=O)[O-])F